Cl.NC1CCN(CC1)C(CO)=O 1-(4-aminopiperidin-1-yl)-2-hydroxyethan-1-one hydrochloride